N-Dimethylarginine CN(C)C(=NCCCC(C(=O)O)N)N